tert-butyl (2'S,7R)-2-(hydroxymethyl)-2'-methyl-spiro[4,5-dihydrothieno[2,3-c]pyran-7,4'-piperidine]-1'-carboxylate OCC1=CC2=C(S1)[C@@]1(C[C@@H](N(CC1)C(=O)OC(C)(C)C)C)OCC2